1-phenylpentyloxirane C1(=CC=CC=C1)C(CCCC)C1OC1